2-piperazin-1-ylethylamine N1(CCNCC1)CCN